BrC1=CC=C(CN2C=CC3=CC(=CC=C23)[N+](=O)[O-])C=C1 1-(4-bromobenzyl)-5-nitro-1H-indole